ClC1=CC=C(CNC(O)=O)C=C1 (4-chlorobenzyl)carbamic acid